4-((3-(4-((3-benzyl-9-methyl-4H,6H-thieno[2,3-e][1,2,4]triazolo[3,4-c][1,4]oxazepin-2-yl)ethynyl)-1H-pyrazol-1-yl)propyl)amino)-2-(2,6-dioxopiperidin-3-yl)isoindoline-1,3-dione C(C1=CC=CC=C1)C1=C(SC=2N3C(COCC21)=NN=C3C)C#CC=3C=NN(C3)CCCNC3=C2C(N(C(C2=CC=C3)=O)C3C(NC(CC3)=O)=O)=O